(R)-4-(2-acryloyl-1,2,3,4-tetrahydroisoquinolin-5-yl)-3,5-difluoro-2-methyl-1H-indole-7-carboxamide C(C=C)(=O)N1CC2=CC=CC(=C2CC1)C1=C2C(=C(NC2=C(C=C1F)C(=O)N)C)F